BrC=1C(=C2C=NC(=NC2=CC1)C1CCOCC1)F 6-Bromo-5-fluoro-2-(tetrahydro-2H-pyran-4-yl)quinazoline